(5-Bromo-7H-pyrrolo[2,3-b]pyridine) manganese [Mn].BrC=1C=C2C(NC1)=NC=C2